OC(C(C#N)C1=CC=C(C=C1)CC=1C(=NC2=CC=CC=C2C1)OC)C 3-hydroxy-2-(4-((2-methoxyquinolin-3-yl)methyl)phenyl)butanenitrile